CCC(CC)NC(=O)C1=NNC(=C1)C=1C=C(C=CC1)C=1OC(=CN1)C(=O)N[C@@H](C(=O)OCC)C1=CC=CC=C1 ethyl (R)-2-(2-(3-(3-(pentane-3-ylcarbamoyl)-1H-pyrazol-5-yl) phenyl) oxazole-5-carboxamido)-2-phenylacetate